(S)-N-(4-(3-aminopiperidin-1-yl)-5-((1-(difluoromethyl)-1H-pyrazol-4-yl)ethynyl)pyridin-2-yl)-2-(2-fluoro-6-methoxyphenyl)pyrimidin-4-amine hydrochloride Cl.N[C@@H]1CN(CCC1)C1=CC(=NC=C1C#CC=1C=NN(C1)C(F)F)NC1=NC(=NC=C1)C1=C(C=CC=C1OC)F